11-azido-1-iodo-3,6,9-trioxaundecane N(=[N+]=[N-])CCOCCOCCOCCI